FC1=C(C=CC(=C1)F)C1=CC(=CC=C1)NC1=NC=NC2=CC(=C(C=C12)NC(C=C)=O)OCCCN1CCOCC1 N-(4-((2',4'-difluoro-[1,1'-biphenyl]-3-yl)amino)-7-(3-morpholinopropoxy)quinazolin-6-yl)acrylamide